C(C)(C)(C)C1=C(C=CC=C1C(=O)OC(C1=CC(=CC(=C1)C)C)C1(OC(C=C1)OC)OC)C1=C(C=CC(=C1)Cl)OCCC#CC(C(F)(F)F)=O (2,5-dimethoxy-2,5-dihydrofuran-2-yl)(3,5-dimethylphenyl)methanol tert-butyl-5'-chloro-2'-((6,6,6-trifluoro-5-oxohex-3-yn-1-yl)oxy)-[1,1'-biphenyl]-3-carboxylate